4-((1-cyclopropylethyl)amino)-N-(3-hydroxy-3-methylbutyl)-5H-pyrido[3,2-b]indole-3-carboxamide C1(CC1)C(C)NC1=C(C=NC2=C1NC=1C=CC=CC21)C(=O)NCCC(C)(C)O